1-[2-(1-Isopropyl-4-methoxy-4-methylpentyl)sulfanyl-5,5-dimethylcyclohexyl]pentan-1-one C(C)(C)C(CCC(C)(C)OC)SC1C(CC(CC1)(C)C)C(CCCC)=O